N-[(3-(anilinomethylene)-2-chloro-1-cyclopenten-1-yl)methylene]aniline hydrochloride Cl.N(C1=CC=CC=C1)C=C1C(=C(CC1)C=NC1=CC=CC=C1)Cl